CC1=CC=CC(=N1)C=1C(=C2N(N1)CCC2)C2=CC=NC1=CC=C(C=C21)CC(=O)O 2-(6-Methyl-pyridin-2-yl)-3-(6-carboxymethyl-quinolin-4-yl)-5,6-dihydro-4H-pyrrolo[1,2-b]pyrazole